ClC1=CC=C(C(=N1)C=C)C(=O)O 6-chloro-2-vinyl-pyridine-3-carboxylic acid